tert-butyl 4-(3-bromo-9-chloro-6,6-dimethyl-11-oxo-6,11-dihydro-5H-benzo[b]carbazol-8-yl)piperazine-1-carboxylate BrC1=CC=C2C=3C(C4=C(C(C3NC2=C1)(C)C)C=C(C(=C4)Cl)N4CCN(CC4)C(=O)OC(C)(C)C)=O